4-(1-methyl-1,2,3,4-tetrahydroisoquinolin-2-yl)-5,6-dimethylpyrimidine hydrochloride Cl.CC1N(CCC2=CC=CC=C12)C1=NC=NC(=C1C)C